methyl 3-(1-{[4-({4-[(tert-butyl)oxycarbonyl]piperazinyl}methyl)-7-bromo(2-quinolyl)] amino}-4-methyl-2,5-dioxoazolin-3-yl)propanoate C(C)(C)(C)OC(=O)N1CCN(CC1)CC1=CC(=NC2=CC(=CC=C12)Br)NN1C(C(=C(C1=O)C)CCC(=O)OC)=O